3-(6,6-Difluoro-4-hydroxyhex-5-en-1-yl)thiazolidine-2,4-dione FC(=CC(CCCN1C(SCC1=O)=O)O)F